(R)-3-(((6-(4-(3-(tert-butyl)phenoxy)butyl)benzo[d]oxazol-2-yl)amino)methyl)pyrrolidine hydrochloride Cl.C(C)(C)(C)C=1C=C(OCCCCC2=CC3=C(N=C(O3)NC[C@H]3CNCC3)C=C2)C=CC1